NC1=NN(C2=CC=CC=C12)C(=O)NC=1C=NC=C(C1)C1=NN=CN1C(C)C 3-amino-N-(5-(4-isopropyl-4H-1,2,4-triazol-3-yl)pyridin-3-yl)-1H-indazole-1-carboxamide